C(C1=CC=CC=C1)OC1=CC=C2C=CC(=CC2=C1)NC1=C(C=CC=C1)C(C)(C)C 7-benzyloxy-N-(2-tert-butylphenyl)-2-naphthylamine